C(CCCCC)[Si](OCCCC)(OCCCC)OCCCC hexyl-tributoxysilane